tert-butyl 4-(3-(2,6-bis(benzyloxy)pyridin-3-yl)-1-methyl-1H-pyrazolo[3,4-c]pyridin-7-yl)piperazine-1-carboxylate C(C1=CC=CC=C1)OC1=NC(=CC=C1C1=NN(C2=C(N=CC=C21)N2CCN(CC2)C(=O)OC(C)(C)C)C)OCC2=CC=CC=C2